(S)-2-(6-((1-(2-hydroxyethyl)piperidin-3-yl)amino)-5-methylpyridazin-3-yl)-3-methyl-5-(trifluoromethyl)phenol OCCN1C[C@H](CCC1)NC1=C(C=C(N=N1)C1=C(C=C(C=C1C)C(F)(F)F)O)C